Oxazin-3-one hydrochloride Cl.O1NC(CC=C1)=O